(2-methoxyethoxy)-N-(1-(methylsulfonyl)piperidin-4-yl)-7-(1H-pyrazol-4-yl)-[1,2,4]triazolo[1,5-a]pyridin-2-amine COCCOC1=CC(=CC=2N1N=C(N2)NC2CCN(CC2)S(=O)(=O)C)C=2C=NNC2